4-(6-methylsulfonyl-1H-indol-3-yl)-N-[(3S)-3-piperidyl]-5-(trifluoromethyl)pyrimidin-2-amine CS(=O)(=O)C1=CC=C2C(=CNC2=C1)C1=NC(=NC=C1C(F)(F)F)N[C@@H]1CNCCC1